C(=O)(OC(C)(C)C)N[C@@H](CC1=CC=C(C=C1)C)C(=O)O Boc-4-methyl-L-phenylalanine